3-[METHYL(PROPAN-2-YL)AMINO]PROPANAL CN(CCC=O)C(C)C